8'-{5-[(Dimethylsulfamoyl)amino]-6-[3-(piperidin-1-yl)propoxy]pyridine-3-yl}-3-methyl-2',3'-dihydrospiro[cyclobutane-1,1'-pyrrolo[2,3-c]quinoline]-2'-one hydrochloride Cl.CN(S(=O)(=O)NC=1C=C(C=NC1OCCCN1CCCCC1)C1=CC=2C3=C(C=NC2C=C1)NC(C31CC(C1)C)=O)C